N-cyclopropyl-2-(difluoromethoxy)-6-methoxy-4-[7-[[(3S)-pyrrolidin-3-yl]methoxy]imidazo[1,2-a]pyridin-3-yl]benzamide C1(CC1)NC(C1=C(C=C(C=C1OC)C1=CN=C2N1C=CC(=C2)OC[C@@H]2CNCC2)OC(F)F)=O